[Si](C)(C)(C(C)(C)C)OCCC=1N=C(C2=CC(=NC=C2C1)Cl)N1CCCCC1 3-(2-((tert-butyldimethylsilyl)oxy)ethyl)-7-chloro-1-(piperidin-1-yl)-2,6-naphthyridine